ClC1=CC=CC(=N1)OCCN(C)CC1=CC(=NC=C1OC)C#CC1=CN=C(C2=CN=C(C=C12)N)NC 4-((4-(((2-((6-chloropyridin-2-yl)oxy)ethyl)(methyl)amino)methyl)-5-methoxypyridin-2-yl)ethynyl)-N1-methyl-2,7-naphthyridine-1,6-diamine